COC=1C=C(C=C(C1)OC)NC(=O)N1CCN(CC1)C=1N=NC(=CC1)N1N=C(C=C1C)C N-(3,5-dimethoxyphenyl)-4-(6-(3,5-dimethyl-1H-pyrazol-1-yl)pyridazin-3-yl)piperazine-1-carboxamide